COC(=O)[C@@H]1NC([C@@H](C1)C)=O (2R,4R)-4-methyl-5-oxopyrrolidine-2-carboxylic acid methyl ester